2,5-dimethoxy-3-methylphenol COC1=C(C=C(C=C1C)OC)O